OC12CC3(CC(CC(C1)C3)C2)NC=2C=C(C=3N(N2)C(=CN3)C#N)NC3=NC2=C(C=CC=C2C=C3)OC 6-[(3-Hydroxyadamantan-1-yl)amino]-8-[(8-methoxychinolin-2-yl)amino]imidazo[1,2-b]pyridazin-3-carbonitril